FC=1C=C(C(NC1)=O)[C@@H](C)NC=1C=CC=2N(N1)C(=CN2)C=2N=NN(C2)CCO (R)-5-fluoro-3-(1-((3-(1-(2-hydroxyethyl)-1H-1,2,3-triazol-4-yl)imidazo[1,2-b]pyridazin-6-yl)amino)ethyl)pyridin-2-one